C(CCC)OC=1N=C(C2=C(N1)C(=NN2)CC2=CC=C(C=C2)CN2C[C@H](NCC2)C)N (R)-5-butoxy-3-(4-((3-methylpiperazin-1-yl)methyl)benzyl)-1H-pyrazolo[4,3-d]pyrimidin-7-amine